octadecyl-[3-(3,5-di-t-butyl-4-hydroxyphenyl) propionate] C(CCCCCCCCCCCCCCCCC)OC(CCC1=CC(=C(C(=C1)C(C)(C)C)O)C(C)(C)C)=O